dimethyl 3,3'-[(6,6'-bis(naphthalen-2-yl)[1,1'-binaphthalene]-2,2'-diyl)bis(oxymethylene)]dibenzoate C1=C(C=CC2=CC=CC=C12)C=1C=C2C=CC(=C(C2=CC1)C1=C(C=CC2=CC(=CC=C12)C1=CC2=CC=CC=C2C=C1)OCC=1C=C(C(=O)OC)C=CC1)OCC=1C=C(C(=O)OC)C=CC1